C(CCCC)C1CCC(CC1)C1=CC=C(C=C1)C1=CC=C(C=C1)C(=O)OC1CC(N(C(C1)(C)C)C(C)=O)(C)C 1-acetyl-2,2,6,6-tetramethylpiperidin-4-yl 4'-((1s,4r)-4-pentylcyclohexyl)-[1,1'-biphenyl]-4-carboxylate